butyl {(3S)-6-[2-(6-bromopyridine-2-carbonyl)hydrazinyl]-6-oxohexan-3-yl}carbamate BrC1=CC=CC(=N1)C(=O)NNC(CC[C@H](CC)NC(OCCCC)=O)=O